1-([1,1'-biphenyl]-4-yl)-3-(phenylsulfanyl)propan-1-one C1(=CC=C(C=C1)C(CCSC1=CC=CC=C1)=O)C1=CC=CC=C1